4-(3-bromo-2-fluorophenoxy)-2-fluorobutanoic acid BrC=1C(=C(OCCC(C(=O)O)F)C=CC1)F